ClC=1C=CC(=C(C1)C(C)N)N1N=NN=C1 1-(5-chloro-2-(1H-tetrazol-1-yl)phenyl)ethan-1-amine